CN(C1CC2=C(N(N=C2CC1)C1=NC=CC=C1)O)CC=1N=C2N(C(=CC=C2)N2CCN(CC2)C)C1 5-{methyl-[5-(4-methylpiperazin-1-yl)imidazo[1,2-a]pyridin-2-yl]methylamino}-2-(pyridin-2-yl)-4,5,6,7-tetrahydro-2H-indazol-3-ol